4-((4-Cyclopropyl-2-(N-methylmethanesulfonamido)phenyl)amino)-N-ethoxy-6-(pyridazin-3-ylamino)nicotinamide C1(CC1)C1=CC(=C(C=C1)NC1=CC(=NC=C1C(=O)NOCC)NC=1N=NC=CC1)N(S(=O)(=O)C)C